FC=1C=C(C=CC1P(=O)(O)O)C(C(=O)N[C@@H]1B(OC2=C(C1)C=CC=C2C(=O)O)O)NC(=O)C=2C(=NOC2)C (3R)-3-(2-(3-fluoro-4-phosphonophenyl)-2-(3-methylisoxazole-4-carboxamido)acetamido)-2-hydroxy-3,4-dihydro-2H-benzo[e][1,2]oxaborinine-8-carboxylic acid